3-(3-fluorophenyl)-1-methyl-1H-pyrazolo[4,3-b]pyridine-6-carboxylic acid FC=1C=C(C=CC1)C1=NN(C=2C1=NC=C(C2)C(=O)O)C